CC1CN(CCN1C)C1=C(C=C(C(=C1)F)C=1CCNCC1)NC(C1=C(C=C(C=C1)F)C(F)(F)F)=O N-(2-(3,4-dimethylpiperazin-1-yl)-4-fluoro-5-(1,2,3,6-tetrahydropyridin-4-yl)phenyl)-4-fluoro-2-(trifluoromethyl)benzamide